1-{[6-(Cyclohexyloxy)-3-methyl-3,4-dihydro-2-naphthalenyl]methyl}-3-azetidinecarboxylic acid C1(CCCCC1)OC=1C=C2CC(C(=CC2=CC1)CN1CC(C1)C(=O)O)C